C(C)N(C(CCC1=CC(=CC=C1)F)=O)CC=1SC=CC1 n-ethyl-3-(3-fluorophenyl)-N-(thiophen-2-ylmethyl)propanamide